C(C#CC#CCNC(=O)NCCCC)NC(=O)NCCCC 1,1'-(hexa-2,4-diyne-1,6-diyl)bis(3-butylurea)